FC(N1N=C(C(=C1)S(=O)(=O)N1CCC(CC1)C=1C(=CC=2N(C1)N=CN2)C(F)(F)F)C)F 6-(1-((1-(difluoromethyl)-3-methyl-1H-pyrazol-4-yl)sulfonyl)piperidin-4-yl)-7-(trifluoromethyl)-[1,2,4]triazolo[1,5-a]pyridine